C1(=CC=CC=C1)C(C(=O)ONC(OCC(Cl)(Cl)Cl)=O)C 2,2,2-trichloroethyl ((2-phenylpropanoyl)oxy)carbamate